ClC1=C(OCC(=O)O)C(=CC(=C1)CC1=CC=C(C=C1)OCC1=NC(=NC=C1)NS(=O)(=O)C)C 2-[2-chloro-4-[[4-[[2-(methanesulfonamido)pyrimidin-4-yl]methoxy]phenyl]methyl]-6-methyl-phenoxy]acetic acid